Fluoroethan FCC